FC(S(=O)(=O)C1=C(N=C(S1)N1C(N(CCC1)C1=CC=C(C=C1)C1=C(C=CC=C1)F)=O)C)F 1-(5-((difluoromethyl)sulfonyl)-4-methylthiazol-2-yl)-3-(2'-fluoro-[1,1'-biphenyl]-4-yl)tetrahydropyrimidin-2(1H)-one